N-(4-cyclopropyl-1-ethyl-5-methyl-1H-pyrazol-3-yl)-3-methylbutanamide C1(CC1)C=1C(=NN(C1C)CC)NC(CC(C)C)=O